O1C=CC=2C(=NC=CC21)C2=CC=C(C(=O)N[C@@H]1CC[C@H](CC1)N1CCOCC1)C=C2 4-(furo[3,2-c]pyridin-4-yl)-N-(trans-4-morpholinocyclohexyl)benzamide